CC=1C=C(C=CC1OC(F)(F)F)C12CNCC2C1 1-(3-Methyl-4-(trifluoromethoxy)phenyl)-3-azabicyclo[3.1.0]hexane